OC=1C=C(C=CC1C=1SC=2N=C(SC2N1)N(C1CCNCC1)C)C1=CC(=NC=C1)O 4-(3-Hydroxy-4-{5-[methyl(piperidin-4-yl)amino][1,3]thiazolo[5,4-d][1,3]thiazol-2-yl}phenyl)pyridin-2-ol